(2S,4R)-1-[2-[3-[4-(dimethoxymethyl)-1-piperidinyl]isoxazol-5-yl]-3-methyl-butyryl]-4-hydroxy-N-[(1S)-1-[4-(2-methylpyrazol-3-yl)phenyl]ethyl]pyrrolidine-2-carboxamide COC(C1CCN(CC1)C1=NOC(=C1)C(C(=O)N1[C@@H](C[C@H](C1)O)C(=O)N[C@@H](C)C1=CC=C(C=C1)C=1N(N=CC1)C)C(C)C)OC